4'-isopropylidenebinaphthol C(C)(C)=C1CC=C(C2=CC=CC=C12)C=1C(=CC=C2C=CC=CC12)O